(S)-2-(4-(2-ethyl-8-fluoro-3-((4-(4-fluorophenyl)thiazol-2-yl)(methyl)amino)imidazo[1,2-a]pyridin-6-yl)piperazin-1-yl)-1-(3-hydroxypyrrolidin-1-yl)ethanone C(C)C=1N=C2N(C=C(C=C2F)N2CCN(CC2)CC(=O)N2C[C@H](CC2)O)C1N(C)C=1SC=C(N1)C1=CC=C(C=C1)F